1,3-dimethylbutylmethacrylat CC(CC(C)C)OC(C(=C)C)=O